(R)-1-(3,6-dibromopyridin-2-yl)-2-(3,5-difluorophenyl)ethan-1-ol BrC=1C(=NC(=CC1)Br)[C@@H](CC1=CC(=CC(=C1)F)F)O